C[Si](C1C(C1)C(=C)C1=CC=CC=C1)(C)C trimethyl[2-(1-phenylvinyl)-cyclopropyl]silane